2-(1H-imidazol-1-yl)-6-methoxy-7-(3-(pyrrolidin-1-yl)propoxy)-N-(tetrahydro-2H-pyran-4-yl)quinazolin-4-amine N1(C=NC=C1)C1=NC2=CC(=C(C=C2C(=N1)NC1CCOCC1)OC)OCCCN1CCCC1